3-mercapto-2-methylpenTanol SC(C(CO)C)CC